[B].[Ce] Cerium-boron